FC=1C=C(OC2=CC=C(C=C2)N2N=C3C(NCCC3N3CCN(CC3)C(C=C)=O)=C2C(=O)N)C=C(C1)F 2-[4-(3,5-difluorophenoxy)phenyl]-7-[4-(prop-2-enoyl)piperazin-1-yl]-4,5,6,7-tetrahydro-2H-pyrazolo[4,3-b]pyridine-3-carboxamide